6-(3-(3-((1-(3,4-difluorophenyl)cyclobutyl)amino)propanoyl)-3,8-diazabicyclo[3.2.1]octan-8-yl)nicotinonitrile FC=1C=C(C=CC1F)C1(CCC1)NCCC(=O)N1CC2CCC(C1)N2C2=NC=C(C#N)C=C2